C(C)(C)N1C(C=CC2=C1N=C(N=C2)NC2=NC=C(C=C2)N2CCNCC2)=O 8-isopropyl-2-(5-piperazin-1-yl-pyridin-2-ylamino)-8H-pyrido[2,3-d]pyrimidin-7-one